6-[1-(2,2-difluoroethyl)-1H-pyrazolo[3,4-b]pyrazin-6-yl]-2-(2-ethylpyrimidin-5-yl)-2,6-diazaspiro[3.4]octane FC(CN1N=CC=2C1=NC(=CN2)N2CC1(CN(C1)C=1C=NC(=NC1)CC)CC2)F